NCC1=CC(=C2C(NC(C2=C1O)=O)C1=C(C=CC(=C1)F)Cl)NC(C1=CC(=CC(=C1)F)C(F)(F)F)=O N-[6-(aminomethyl)-3-(2-chloro-5-fluorophenyl)-7-hydroxy-1-oxo-2,3-dihydro-1H-isoindol-4-yl]-5-fluoro-3-(trifluoromethyl)benzamide